N-(cyclopropylmethyl)-5-((3-fluoro-4-methoxybenzyl)amino)-2-(pyridin-4-yl)benzamide C1(CC1)CNC(C1=C(C=CC(=C1)NCC1=CC(=C(C=C1)OC)F)C1=CC=NC=C1)=O